C(C)(=O)OC\C(\C1=CC(=C(C(=C1)C(F)(F)F)N1CCOCC1)F)=N/NC(=O)OC Methyl (2Z)-2-{2-(acetyloxy)-1-[3-fluoro-4-(morpholin-4-yl)-5-(trifluoromethyl)phenyl]ethylidene}hydrazine-1-carboxylate